ClC1=C(C=C(C=2C3=C(NC12)CCNC([C@H]3C)=O)NCCOC)Cl (S)-7,8-Dichloro-10-((2-methoxyethyl)amino)-1-methyl-3,4,5,6-tetrahydroazepino[4,5-b]indol-2(1H)-one